(S)-N-((3-chloro-2,6-difluorophenyl)(cyclopentyl)methyl)-6,8-dioxo-5,7-diazaspiro[3.5]nonane-2-carboxamide ClC=1C(=C(C(=CC1)F)[C@@H](NC(=O)C1CC2(C1)NC(NC(C2)=O)=O)C2CCCC2)F